CC1=CC=C(C=C1)S(=O)(=O)NC(=O)NC1=CC=C(C=C1)C(C(C)(C)C)=O N-(p-toluenesulfonyl)-N'-(4-trimethylacetylphenyl)urea